(S)-2-(2-(tetrahydro-2H-pyran-4-yl)phenyl)pyrrolidine O1CCC(CC1)C1=C(C=CC=C1)[C@H]1NCCC1